C1[C@H]2N(CCN1C1=NN3C(=NC(=CC3=O)O)S1)CCC2 2-[(8aS)-3,4,6,7,8,8a-hexahydro-1H-pyrrolo[1,2-a]pyrazin-2-yl]-7-hydroxy-[1,3,4]thiadiazolo[3,2-a]pyrimidin-5-one